CC1=CC2=C(C=C1NC3=CC=CC=C3)C4(C5=C(O2)C=C(C=C5)N(C)C6CCCCC6)C7=CC=CC=C7C(=O)O4 3-(N-cyclohexyl-N-methyl)amino-6-methyl-7-anilinofluoran